C(C1=CC=CC=C1)N1C(C(=CC(=C1)C(=O)NC[C@H]1[C@H](CCC1)O)C(=O)NC)=O |r| (+/-)-1-benzyl-N5-(((cis)-2-hydroxycyclopentyl)methyl)-N3-methyl-2-oxo-1,2-dihydropyridine-3,5-dicarboxamide